C(C1=CC=CC=C1)N(C1CC(N(CC1)CCF)(C)C)CC1=CC=CC=C1 N,N-dibenzyl-1-(2-fluoroethyl)-2,2-dimethylpiperidin-4-amine